tert-butyl 3-[5-[[4-[(3R,5R)-5-[(5-bromo-1-methyl-6-oxo-pyridazin-4-yl)amino]-1-methyl-3-piperidyl]phenyl]methylamino]-1,3-dioxo-isoindolin-2-yl]-2,6-dioxo-piperidine-1-carboxylate BrC1=C(C=NN(C1=O)C)N[C@@H]1C[C@@H](CN(C1)C)C1=CC=C(C=C1)CNC=1C=C2C(N(C(C2=CC1)=O)C1C(N(C(CC1)=O)C(=O)OC(C)(C)C)=O)=O